β-alanine allylester C(C=C)OC(CCN)=O